(Z)-diethyl but-2-enedioate C(\C=C/C(=O)OCC)(=O)OCC